NC=1C(=NC=CC1)[N-]C(C(C)(C)C)=O N-(3-aminopyridine-2-yl)pivaloyl-amide